N,N-di-ethylaniline C(C)N(C1=CC=CC=C1)CC